ClC(=O)C1=CC=C(C=C1)OP(=O)(Cl)Cl p-(chlorocarbonyl)-phenyl-dichlorophosphate